(5-methylpyrazin-2-yl)amine CC=1N=CC(=NC1)N